BrC=1C=C(C=CC1)C(C(=O)O)=O 2-(3-bromophenyl)-2-oxoacetic acid